6-methyl-5-{[2-(1,4-oxazepan-4-yl)ethyl]oxy}-1-phenyl-4,5-dihydropyrazolo[3,4-d]pyrimidin-4-one CC=1N(C(C2=C(N1)N(N=C2)C2=CC=CC=C2)=O)OCCN2CCOCCC2